ClC1=CC=C2C(N(C=NC2=C1)[C@@H](C(=O)NC1=CC=C(C=C1)C1=CC=NN1C)C)=O (R)-2-(7-chloro-4-oxoquinazolin-3(4H)-yl)-N-(4-(1-methyl-1H-pyrazol-5-yl)phenyl)propanamide